(S)-6-amino-2-cyclopropyl-5-(3-hydroxy-2,6-dimethylphenyl)-3-methyl-4-oxo-4,5-dihydrothieno[3,2-c]pyridine-7-carboxamide NC1=C(C2=C(C(N1C1=C(C(=CC=C1C)O)C)=O)C(=C(S2)C2CC2)C)C(=O)N